di-tert-hexyldimethoxysilane C(C)(C)(CCC)[Si](OC)(OC)C(C)(C)CCC